2-(5-(3,4-Dichlorophenyl)-4-Isopropylthiazol-2-Ylamino)-5-(trifluoromethyl)nicotinic acid ClC=1C=C(C=CC1Cl)C1=C(N=C(S1)NC1=C(C(=O)O)C=C(C=N1)C(F)(F)F)C(C)C